CS(=O)(=O)C=1NC=CC1 methylsulfonyl-pyrrole